(hydroxymethyl)trimethylphosphonium OC[P+](C)(C)C